Pentadecanic acid C(CCCCCCCCCCCCCC)(=O)O